1,7-dimethyl-8-(((S)-1-methylpyrrolidin-2-yl)methoxy)-1,6-naphthyridin CN1CC=CC2=CN=C(C(=C12)OC[C@H]1N(CCC1)C)C